2-fluoro-3-hydroxy-6-methyl-N-(1-(naphthalen-1-yl)cyclopropyl)benzamide FC1=C(C(=O)NC2(CC2)C2=CC=CC3=CC=CC=C23)C(=CC=C1O)C